BrC=1C=C(C=NC1)N1N=C(C=CC1=O)C(=O)N[C@H](C)C1=C(C(=CC=C1)C1(CC1)COC)F 1-(5-bromo-3-pyridyl)-N-[(1R)-1-[2-fluoro-3-[1-(methoxymethyl)cyclopropyl]phenyl]ethyl]-6-oxo-pyridazine-3-carboxamide